4-((2s,5r)-4-propenoyl-2,5-dimethylpiperazin-1-yl)-1-(4-fluoro-2-isopropylpyridin-3-yl)-7-(2-fluoro-6-hydroxyphenyl)-5,6,7,8-tetrahydropyrido[3,4-d]pyrimidin-2(1H)-one C(C=C)(=O)N1C[C@@H](N(C[C@H]1C)C=1C2=C(N(C(N1)=O)C=1C(=NC=CC1F)C(C)C)CN(CC2)C2=C(C=CC=C2O)F)C